2-(3,4-dimethoxyphenyl)-5-(4-(1-isobutylpiperidin-4-yl)piperazin-1-yl)-3-methyl-1H-indole COC=1C=C(C=CC1OC)C=1NC2=CC=C(C=C2C1C)N1CCN(CC1)C1CCN(CC1)CC(C)C